methyl 8-bromo-3-methylimidazo[1,5-a]pyridine-6-carboxylate BrC=1C=2N(C=C(C1)C(=O)OC)C(=NC2)C